C(C)N1C2=CC=C(C=C2C=2C=C(C=CC12)C1(C2=CC=CC=C2C=2C=CC(=CC12)C#N)C1=CC=CC=C1)C1(C2=CC=CC=C2C=2C=CC(=CC12)C#N)C1=CC=CC=C1 9,9'-(9-ethyl-9H-carbazole-3,6-diyl)bis(9-phenyl-9H-fluorene-2-nitrile)